(2S)-2-Methoxy-2-[3-(3-methoxyazetidin-1-yl)phenyl]-N-[5-[[(3R)-1-(6-methylpyridazin-3-yl)pyrrolidin-3-yl]amino]-1,3,4-thiadiazol-2-yl]acetamid CO[C@H](C(=O)NC=1SC(=NN1)N[C@H]1CN(CC1)C=1N=NC(=CC1)C)C1=CC(=CC=C1)N1CC(C1)OC